(S)-2-(2-methoxypropan-2-yl)pyrrolidine COC(C)(C)[C@H]1NCCC1